CN1C(C(CCC1)C=1N(C(C2=C(N1)C=NC=C2)=O)CC(C)(C)C)CCNC(OCC2=CC=CC=C2)=O benzyl (2-(1-methyl-3-(3-neopentyl-4-oxo-3,4-dihydropyrido[3,4-d]pyrimidin-2-yl)piperidin-2-yl)ethyl)carbamate